(RS)-3-hydroxycyclopent-1-enecarboxylic acid O[C@H]1C=C(CC1)C(=O)O |r|